NCC1=CC=C(C=C1)CN(C1=C(C(=NN1C(=O)C1=COC=C1C)C1C(N(CCC1C(F)(F)F)S(=O)(=O)C)=O)OC)C 3-[5-({[4-(aminomethyl)phenyl]methyl}(methyl)amino)-4-methoxy-1-(4-methylfuran-3-carbonyl)-1H-pyrazol-3-yl]-1-methanesulfonyl-4-(trifluoromethyl)piperidin-2-one